C1(=CC=CC=C1)C1=NC(=CC(=N1)C1=C(C(=C(C(=C1N1C2=C(C3=CC=CC=C13)C=CN=C2)N2C1=C(C3=CC=CC=C23)C=CN=C1)C=1OC2=C(N1)C=CC=C2)N2C1=C(C3=CC=CC=C23)C=CN=C1)N1C2=C(C3=CC=CC=C13)C=CN=C2)C2=CC=CC=C2 2-(4-(2,6-diphenylpyrimidin-4-yl)-2,3,5,6-tetrakis(9H-pyrido[3,4-b]indol-9-yl)phenyl)benzo[d]oxazole